α-glutamic acid C(CC(=O)O)[C@@H](C(=O)O)N